COC=1C=C2[C@]3(C(NC2=CC1)=O)[C@@H](C3)C3=CC=C1C(=NNC1=C3)NC3=NC(=CN=C3OC)C=3OC=CN3 (1R,2S)-5'-methoxy-2-(3-{[3-methoxy-6-(1,3-oxazol-2-yl)pyrazin-2-yl]amino}-1H-indazol-6-yl)spiro[cyclopropane-1,3'-indol]-2'(1'H)-one